N1=C(C=CC=2CCCNC12)CCCC 4-(5,6,7,8-tetrahydro-1,8-naphthyridin-2-yl)butan